C(CCCCC\C=C/C\C=C/CCCCC)C1OC1 2-[(7Z,10Z)-hexadeca-7,10-dien-1-yl]oxirane